FC1=CC=C(C=C1)C(=C1CCN(CC1)CCC=1N=NN(C1)S(=O)(=O)C1=CC2=C(OCCO2)C=C1)C1=CC=C(C=C1)F 4-(Bis(4-fluorophenyl)methylene)-1-(2-(1-((2,3-dihydrobenzo[b][1,4]dioxin-6-yl)sulfonyl)-1H-1,2,3-triazol-4-yl)ethyl)piperidine